C(#N)C=1C=C2C(=NC1C1=C(C=CC=C1C)F)C(=NN2C(=O)OC(C)(C)C)I tert-Butyl 6-cyano-5-(2-fluoro-6-methylphenyl)-3-iodo-1H-pyrazolo[4,3-b]pyridine-1-carboxylate